C1(CC1)C=1SC=CC1 cyclopropyl-(thiophen)